COC1=CC=C(C=C1)C1=NOC(N1)=O 3-(4-methoxyphenyl)-1,2,4-oxadiazol-5(4H)-one